NC1=NC=NN2C1=C(C=C2C=2C=CC(=C(C(=O)N[C@@H]1CN(C[C@@H]1F)C(=O)C1CC(CC1)(F)F)C2)Cl)C(F)(F)F 5-[4-amino-5-(trifluoromethyl)pyrrolo[2,1-f][1,2,4]triazin-7-yl]-2-chloro-N-[(3R,4S)-1-(3,3-difluorocyclopentanecarbonyl)-4-fluoropyrrolidin-3-yl]benzamide